5-(trifluoromethyl)-1,3-benzothiazole FC(C=1C=CC2=C(N=CS2)C1)(F)F